C1(CC1)C1=C(C(=NO1)C1=C(C=CC=C1Cl)Cl)CO[C@H]1[C@@H]2CN([C@H](C1)C2)C2=CC=C(C=C2)CCP(O)(O)=O (2-{4-[(1S,4S,5R)-5-{[5-cyclopropyl-3-(2,6-dichlorophenyl)-1,2-oxazol-4-yl]methoxy}-2-azabicyclo[2.2.1]heptan-2-yl]phenyl}ethyl)phosphonic acid